4-(2-methyl-4-chlorophenoxyacetoxyl)-5'-bromo-2'-methoxychalcone CC1=C(OCC(OC2=CC=C(C=C2)\C=C\C(=O)C2=C(C=CC(=C2)Br)OC)=O)C=CC(=C1)Cl